N-oleyl-behenic acid amide C(CCCCCCC\C=C/CCCCCCCC)NC(CCCCCCCCCCCCCCCCCCCCC)=O